(-)-Fluoro-4-((2-(3-Hydroxy-3-Methyl-2-Oxoindolin-1-Yl)Pyridin-4-Yl)Methyl)Phthalazin-1(2H)-One FN1C(C2=CC=CC=C2C(=N1)CC1=CC(=NC=C1)N1C(C(C2=CC=CC=C12)(C)O)=O)=O